OC(CN1CCN(CC1)CC(C)O)C N,N'-di(2-hydroxypropyl)piperazine